CN1C(=NN=C1)C=1C=NN(C1C1=CC(=CC=C1)[N+](=O)[O-])C 4-methyl-3-(1-methyl-5-(3-nitrophenyl)-1H-pyrazol-4-yl)-4H-1,2,4-triazole